NC1CCC(CC1)NC1=NC2=CC=C(C=C2C=N1)C1=CC(=NN1C)NS(=O)(=O)C1=C(C=CC=C1)Cl N-(5-(2-(((1r,4r)-4-aminocyclohexyl)amino)quinazolin-6-yl)-1-methyl-1H-pyrazol-3-yl)-2-chlorobenzenesulfonamide